8-(1-aminoethyl)-2-(6,6-difluoro-3-azabicyclo[3.1.0]hexan-3-yl)-3,6-dimethyl-quinazolin-4-one NC(C)C=1C=C(C=C2C(N(C(=NC12)N1CC2C(C2C1)(F)F)C)=O)C